C(=CC1=CC=CC=C1)C1=CC2=CC=CC=C2C2=NN(N=C21)C=CC2=CC=CC=C2 distyryl-2H-naphtho[1,2-d]triazole